1-(2-bromoquinolin-3-yl)-3-[2-(2-fluorophenyl)-2-hydroxyethyl]urea BrC1=NC2=CC=CC=C2C=C1NC(=O)NCC(O)C1=C(C=CC=C1)F